[Na+].C1(=CC=CC=C1)CCC(C(=O)[O-])C(=O)O 2-(2-Phenylethyl)propanedioic Acid Monosodium Salt